4-chloro-4'-hydroxybenzophenone sodium salt [Na].ClC1=CC=C(C(=O)C2=CC=C(C=C2)O)C=C1